ICCCNC(OC(C)(C)C)=O tert-butyl (3-iodopropyl)-carbamate